OC1C(C(OC2=CC(=CC=C12)O)C1=CC(=CC=C1)OC)=O 4,7-dihydroxy-3'-methoxyflavanone